ethyl (5,5-dimethyl-4H-isoxazol-3-yl)sulfanylformate CC1(CC(=NO1)SC(=O)OCC)C